[4,4-diethyl-1-[(1R)-1-[3-[[3-hydroxy-2-(trifluoromethyl)chroman-4-yl]carbamoyl]phenyl]-3-methoxy-propyl]-6-oxo-hexahydropyrimidin-2-ylidene]ammonium C(C)C1(NC(N(C(C1)=O)[C@H](CCOC)C1=CC(=CC=C1)C(NC1C(C(OC2=CC=CC=C12)C(F)(F)F)O)=O)=[NH2+])CC